COC(C(=O)C1=CC=CC=C1)C1=CC=CC=C1 2-methoxy-2-phenylacetophenone